[N+](=[N-])=CC([C@H](C1CCC(CC1)(F)F)NC(OC(C)(C)C)=O)=O tert-Butyl (S)-(3-diazo-1-(4,4-difluorocyclohexyl)-2-oxopropyl)carbamate